pentane-2,3,4-tricarboxylic acid CC(C(C(C)C(=O)O)C(=O)O)C(=O)O